4-fluoro-N-(3-(3-(2-hydroxyethyl)morpholino)phenyl)-7-methyl-1H-indole FC1=C2C=CN(C2=C(C=C1)C)C1=CC(=CC=C1)N1C(COCC1)CCO